ClC=1C=CC=C2C=CC=C(C12)C1=C(C=2N=C(N=C(C2C=N1)N1C[C@@H](N(CC1)C(/C(=C/C1=NC=CC=C1)/F)=O)CC#N)OC[C@H]1N(CCC1)C)F 2-((S)-4-(7-(8-chloronaphthalen-1-yl)-8-fluoro-2-(((S)-1-methylpyrrolidin-2-yl)methoxy)pyrido[4,3-d]pyrimidin-4-yl)-1-((Z)-2-fluoro-3-(pyridin-2-yl)acryloyl)piperazin-2-yl)acetonitrile